C12CN(CC2C1)C1=C(C(=C(C=C1)CN1N=CC(=C1)C(=O)OCC)C)C#N Ethyl 1-[(4-{3-azabicyclo[3.1.0]hexan-3-yl}-3-cyano-2-methylphenyl)methyl]-1H-pyrazole-4-carboxylate